(R)-3-(4-chlorophenyl)-3-hydroxy-N,N-dimethylpropionamide ClC1=CC=C(C=C1)[C@@H](CC(=O)N(C)C)O